O=C1NC(C2=CC=CC=C12)=O 1,3-dioxo-isoindole